(6R,8aS)-6-[8-amino-1-(4-{1-hydroxy-1-[3-(trifluoromethyl)phenyl]ethyl}-2-methoxyphenyl)imidazo[1,5-a]pyrazin-3-yl]-1,1-dimethylhexahydroindolizin-3(2H)-one NC=1C=2N(C=CN1)C(=NC2C2=C(C=C(C=C2)C(C)(C2=CC(=CC=C2)C(F)(F)F)O)OC)[C@H]2CN1C(CC([C@@H]1CC2)(C)C)=O